FC1=CN=C2N1C=C(C=C2)C2=CNC=1N=C(N=C(C12)OC)NC1CCC2(CN(C2)C(C)=O)CC1 1-(7-((5-(3-fluoroimidazo[1,2-a]pyridin-6-yl)-4-methoxy-7H-pyrrolo[2,3-d]pyrimidin-2-yl)amino)-2-azaspiro[3.5]nonan-2-yl)ethan-1-one